CN(CCCNC1=NC=CC=N1)C 2-((3-(dimethylamino)propyl)amino)pyrimidin